C(C1=CC=CC=C1)OC(=O)N1CCOCCC1=O 5-oxo-1,4-oxaazepane-4-carboxylic acid benzyl ester